CN(CCNC(OC1=CC=C(C=C1)C1=C(C=C2C(=N1)N(N=C2NC(=O)C=2C=NSC2)CCCCCC)Cl)=O)C 4-(5-chloro-1-hexyl-3-(isothiazole-4-carboxamido)-1H-pyrazolo[3,4-b]pyridin-6-yl)phenyl (2-(dimethylamino)ethyl)carbamate